(5-(6-methoxy-[1,2,4]triazolo[1,5-a]pyridin-2-yl)-8-((methyl-d3)amino)-2,7-naphthyridin-3-yl)cyclopropanecarboxamide COC=1C=CC=2N(C1)N=C(N2)C2=C1C=C(N=CC1=C(N=C2)NC([2H])([2H])[2H])C2(CC2)C(=O)N